3-benzyl-N-(benzyloxy)-8-((4-(4-chlorophenoxy)-3,5-difluorophenyl)sulfonyl)-3,8-diazabicyclo[3.2.1]octane-1-carboxamide C(C1=CC=CC=C1)N1CC2(CCC(C1)N2S(=O)(=O)C2=CC(=C(C(=C2)F)OC2=CC=C(C=C2)Cl)F)C(=O)NOCC2=CC=CC=C2